6-bromo-N,N-dimethylpyridin-3-amine CN(C)C1=CN=C(C=C1)Br